3,3-dimethyl-1-(2-(2-(3-oxo-3-phenoxypropoxy)ethoxy)ethyl)-3H-indol CC1(CN(C2=CC=CC=C12)CCOCCOCCC(OC1=CC=CC=C1)=O)C